[N+](=O)([O-])C=1C=C(C=CC1)S(=O)(=O)NC1=NC(=NC(=N1)OC1=CC=CC=C1)C1=CC=CC=C1 3-nitro-N-(4-phenoxy-6-phenyl-1,3,5-triazin-2-yl)benzenesulfonamide